(4-bromo-3-methylphenyl)methanol BrC1=C(C=C(C=C1)CO)C